COC1=C(C=C(C=C1)OC(F)(F)F)S(=O)(=O)Cl 2-methoxy-5-(trifluoromethoxy)benzene-1-sulfonyl chloride